ClC1=C(C=2C3=C([C@@H]4C(ON=C14)C)CCCN3N=C(N2)SC)F (11aS)-8-chloro-7-fluoro-11-methyl-5-(methylthio)-2,3,11,11a-tetrahydro-1H-10-oxa-3a,4,6,9-tetraazanaphtho[1,8-ef]azulene